BrC1=C(C=C(C=C1)N1C(OCC1)=O)COC 3-(4-bromo-3-(methoxymethyl)phenyl)oxazolidin-2-one